C(C)C1(C(C(=O)[O-])CCCC1)C(=O)[O-] 2-ethyl-hexahydrophthalate